1,2-dibenzoyl-1-tert-butyl-hydrazine C(C1=CC=CC=C1)(=O)N(NC(C1=CC=CC=C1)=O)C(C)(C)C